FCC1(CC1)N1C(C(N(C=C1)CC1=NOC(=C1)C1=NC=CC=C1)=O)=O 1-(1-(fluoromethyl)cyclopropyl)-4-((5-(pyridin-2-yl)isoxazol-3-yl)methyl)-1,4-dihydropyrazine-2,3-dione